2-propionyl-4-pentenoic acid methyl ester COC(C(CC=C)C(CC)=O)=O